1,3-dihydroxypropan-2-yl heptanoate C(CCCCCC)(=O)OC(CO)CO